(rac)-tert-butyl-2-[6-amino-5-(trifluoromethoxy)pyridin-3-yl]-6,7-dihydrospiro[pyrazolo[5,1-c][1,4]oxazine-4,3'-pyrrolidine]-1'-carboxylate C(C)(C)(C)OC(=O)N1C[C@@]2(CC1)OCCN1C2=CC(=N1)C=1C=NC(=C(C1)OC(F)(F)F)N |r|